C(C)(=O)N1CCC(CC1)N(C)CC1=C(C(=NC=C1)NC=1C(=C(C=CC1)C1=C(C(=NC=C1)C1=CC(=C(CNC[C@H]2CCC(N2)=O)C=C1)OC)Cl)Cl)F (R)-5-(((4-(4-(3-((4-(((1-acetylpiperidin-4-yl)(methyl)amino)methyl)-3-fluoropyridin-2-yl)amino)-2-chlorophenyl)-3-chloropyridin-2-yl)-2-methoxybenzyl)amino)methyl)pyrrolidin-2-one